4-(4-fluorophenyl)-1-(2-(1-methyl-1H-pyrazol-4-yl)pyrimidin-4-yl)piperidin-4-ol FC1=CC=C(C=C1)C1(CCN(CC1)C1=NC(=NC=C1)C=1C=NN(C1)C)O